C(#N)C1=C(C=C(C(=C1)I)OC)CC(=O)N (2-cyano-4-iodo-5-methoxyphenyl)acetamide